COCOC(=O)[C@H]1C[C@H](C[C@H](C1)OCOC)NC(=O)OCC1=CC=CC=C1 (1S,3R,5S)-3-{[(benzyloxy)carbonyl]amino}-5-(methoxymethoxy)cyclohexane-1-carboxylic acid methoxymethyl ester